chloro-7-methoxy-3-(1H-pyrazol-4-yl)-2-(5-(trifluoromethyl)-1H-1,2,4-triazol-3-yl)-1H-indole ClN1C(=C(C2=CC=CC(=C12)OC)C=1C=NNC1)C1=NNC(=N1)C(F)(F)F